dodecylmethyl-dihydroxyethyl-ammonium bromide [Br-].C(CCCCCCCCCCC)[NH+](CC(O)O)C